IC1=C(N=NN1CC1=CC=C(C=C1)OC)C1=CC(=NC=C1)C=1N=CN(C1)CCC1=CC=CC2=CC=CC=C12 4-[5-iodo-1-[(4-methoxyphenyl)methyl]triazol-4-yl]-2-[1-(2-naphthalen-1-ylethyl)imidazol-4-yl]pyridine